2-bromo-1-(3-chloro-4-methoxyphenyl)ethanone BrCC(=O)C1=CC(=C(C=C1)OC)Cl